4-n-propyl-3,5-heptanediol dibenzoate C(C1=CC=CC=C1)(=O)OC(CC)C(C(CC)OC(C1=CC=CC=C1)=O)CCC